1-(6-((6-((R)-3-(2-Ethoxyphenoxy)piperidin-1-yl)pyrazin-2-yl)amino)pyridin-2-yl)-3-methylpyrrolidin C(C)OC1=C(O[C@H]2CN(CCC2)C2=CN=CC(=N2)NC2=CC=CC(=N2)N2CC(CC2)C)C=CC=C1